C1(=CC(=CC=C1)C1=NC=CC=C1C=1C=CC2=C(NC=N2)C1)C 6-(2-m-tolylpyridin-3-yl)-1H-benzo[d]imidazole